BrC1=CC=C(C=C1)[C@@H](C)N1CCNCC1 (R)-1-(1-(4-bromophenyl)ethyl)piperazine